CN1CCN(CC1)C1=CC(=CC=2N(C=NC21)COCC[Si](C)(C)C)C#N 4-(4-methylpiperazin-1-yl)-1-((2-(trimethylsilyl)ethoxy)methyl)-1H-benzo[d]Imidazole-6-carbonitrile